C(C)C=1C(NC2=CC(=CN=C2C1)CN1CCN(CC1)C=1C=NC(=CC1)C=1OC(=NN1)C)=O 3-ethyl-7-((4-(6-(5-methyl-1,3,4-oxadiazol-2-yl)pyridin-3-yl)piperazin-1-yl)methyl)-1,5-naphthyridin-2(1H)-one